1,1-bis-(3,5-dimethyl-4-hydroxyphenyl)-cyclohexane CC=1C=C(C=C(C1O)C)C1(CCCCC1)C1=CC(=C(C(=C1)C)O)C